BrC1=CC(=NC=C1)C(C)NCC1=C(C=C(C=C1)OC)OC 1-(4-bromo-2-pyridyl)-N-[(2,4-dimethoxyphenyl)methyl]ethanamine